FC1=C(C=CC=C1)NC(=O)C=1C(N(C2=CC=CC=C2C1O)CC(C)C)=O N-(2-fluorophenyl)-4-hydroxy-1-isobutyl-2-oxo-1,2-dihydroquinoline-3-carboxamide